COC1=CC=C(C=C1)CN1CCN(CC1)CC(=O)NC=1C=NC(=CC1)OC 2-{4-[(4-methoxyphenyl)methyl]piperazin-1-yl}-N-(6-methoxypyridin-3-yl)acetamide